C(C)(C)(C)OC(NNC1CC(C2=CC=CC=C12)O)=O N-[(3-hydroxyindan-1-yl)amino]carbamic acid tert-butyl ester